3-methyl-3-(butoxymethyl)oxetane tert-butyl-2-[2-[tert-butoxycarbonyl(cyclohexyl)amino]ethyl]-6-[(5-cyclopropyl-1-oxo-2,7-naphthyridin-2-yl)methyl]indole-1-carboxylate C(C)(C)(C)OC(=O)N1C(=CC2=CC=C(C=C12)CN1C(C2=CN=CC(=C2C=C1)C1CC1)=O)CCN(C1CCCCC1)C(=O)OC(C)(C)C.CC1(COC1)COCCCC